BrC1=CC=CC(=N1)[C@H]1[C@@H](C1)C(=O)OCC trans-ethyl 2-(6-bromopyridin-2-yl)cyclopropane-1-carboxylate